CCCCCCCCCCCCCCCCCCCCCC(=O)OC[C@H](COP(=O)(O)OC[C@@H](C(=O)O)N)OC(=O)CCCCCC/C=C\C/C=C\C/C=C\CCCCC 1-docosanoyl-2-(8Z,11Z,14Z-eicosatrienoyl)-glycero-3-phosphoserine